C1(CC1)NC1=CC=C(C(=N1)F)C1=NN2C(N=CC=C2)=C1C(=O)N[C@@H]1C(NC2=C(C(=N1)C1=CC=CC=C1)C=CC=C2)=O 2-[6-(Cyclopropylamino)-2-fluoropyridin-3-yl]-N-[(3S)-2-oxo-5-phenyl-1,3-dihydro-1,4-benzodiazepin-3-yl]pyrazolo[1,5-a]pyrimidine-3-carboxamide